TBDPS silyl ether [SiH3]O[Si](C1=CC=CC=C1)(C1=CC=CC=C1)C(C)(C)C